2-[4-[4-(aminomethyl)-8-(difluoromethyl)-1-oxo-2H-phthalazin-6-yl]-2-methyl-pyrazol-3-yl]benzothiophene-3-carbonitrile NCC1=NNC(C2=C(C=C(C=C12)C1=C(N(N=C1)C)C=1SC2=C(C1C#N)C=CC=C2)C(F)F)=O